5-(2-fluorophenyl)-6-methylpyridazin-3(2H)-one FC1=C(C=CC=C1)C1=CC(NN=C1C)=O